[N+](=O)([O-])C1=CC=C(C=C1)N=NC(C(=O)OCC)(C#N)CC1=CC=CC=C1 ethyl 4-nitro-phenylazobenzylcyanoacetate